O1CCN(CC1)CC1=CC=C(C=C1)NC1[C@H]2CN(C[C@@H]1CC2)C(=O)C2=C1C=CN=CC1=CC=C2 {(1R,5S,8s)-8-[p-(morpholinomethyl)phenylamino]-3-azabicyclo[3.2.1]oct-3-yl}(5-isoquinolyl)methanone